C1=CC=CC=2C3=CC=CC=C3C(C12)COC(=O)NC(C(=O)O)CC1=C(NC2=CC=CC=C12)C ((((9H-fluoren-9-yl)methoxy)carbonyl)amino)-3-(2-methyl-1H-indol-3-yl)propanoic acid